3-chloro-2-piperazin-1-yl-quinoline ClC=1C(=NC2=CC=CC=C2C1)N1CCNCC1